2,4,8,10-tetraoxaspiro[5.5]undecane-3,9-diylbis(2-methylpropane-2,1-diyl) Bis[3-[3-(tert-butyl)-4-hydroxy-5-methyl phenyl]propanoate] C(C)(C)(C)C=1C=C(C=C(C1O)C)CCC(=O)OCC(C)(C)C1OCC2(CO1)COC(OC2)C(COC(CCC2=CC(=C(C(=C2)C)O)C(C)(C)C)=O)(C)C